FC(C=1C=CC=2N(N1)C(=CN2)C=2C=NC=C(C2)N2CCC21CCN(CC1)S(=O)(=O)C)F 6-(difluoromethyl)-3-(5-(7-(methylsulfonyl)-1,7-diazaspiro[3.5]nonan-1-yl)pyridin-3-yl)imidazo[1,2-b]pyridazine